C1(CC1)C1=CC(=NN1)NC1=NC(=NC=C1)N1CC2(CC(C1)C2)CN(C(OCC2=CC=CC=C2)=O)C benzyl N-[[3-[4-[(5-cyclopropyl-1H-pyrazol-3-yl) amino] pyrimidin-2-yl]-3-azabicyclo[3.1.1]hept-1-yl] methyl]-N-methyl-carbamate